N-(1-(thiazol-2-yl)ethyl)acetamide S1C(=NC=C1)C(C)NC(C)=O